benzyl 4-((2R)-2-methyl-1-(6-(4-(4-methyl-1-(1-methylpyrrolidin-3-yl)-1H-pyrazol-5-yl)piperidin-1-yl)-2-(trifluoromethyl)pyrimidin-4-yl)azetidin-3-yl)piperazine-1-carboxylate C[C@H]1N(CC1N1CCN(CC1)C(=O)OCC1=CC=CC=C1)C1=NC(=NC(=C1)N1CCC(CC1)C1=C(C=NN1C1CN(CC1)C)C)C(F)(F)F